N-methoxy-2-[2-[methoxy(methyl)amino]-2-oxo-ethoxy]-N-methyl-acetamide CON(C(COCC(=O)N(C)OC)=O)C